C(C1=CC=CC=C1)OC(=O)N1CCC(=C[C@H]1C1=CC=C(C=C1)C(=O)OC)C=1N=CN(C1)C (S)-6-(4-(methoxycarbonyl)phenyl)-4-(1-Methyl-1H-imidazol-4-yl)-3,6-dihydropyridine-1(2H)-carboxylic acid benzyl ester